COCCOCCOS(=O)(=O)[O-].C(C)[S+](CC)CC triethyl-sulfonium 2-(2-methoxyethoxy)-ethylsulfate